FC(OC=1C=C(C=CC1)C1=CC=C(C=N1)ON1N=NC(=C1)C(=O)O)F ((6-(3-(difluoromethoxy)phenyl)pyridin-3-yl)oxy)-1H-1,2,3-triazole-4-carboxylic acid